NC1=NC=CC(=C1C#C)C=1C=CC(=C(C#N)C1)F 5-(2-amino-3-ethynylpyridin-4-yl)-2-fluorobenzonitrile